C(C)(C)C=1N=CSC1N1CCCC1 4-isopropyl-5-(pyrrolidin-1-yl)thiazole